C1(OC(C2=CC=CC=C12)=O)=O 1,3-isobenzofurandion